1H-pyrazole-3-acetamide N1N=C(C=C1)CC(=O)N